1,5-bis[[tert-butyl(dimethyl)silyl]oxymethyl]-8-oxabicyclo[3.2.1]oct-6-en-3-one [Si](C)(C)(C(C)(C)C)OCC12CC(CC(C=C1)(O2)CO[Si](C)(C)C(C)(C)C)=O